C(=O)C1=CC(=C(C=C1)C1=CC=C(C=C1)C(=O)O)C 4'-FORMYL-2'-METHYLBIPHENYL-4-CARBOXYLIC ACID